Cl.Cl.C(C)N.C(C)N bis(ethane-1-amine) dihydrochloride